ethyl 2-(4,7-dichloro-6-(4-((2-(3-(hydroxymethyl)azetidin-1-yl)ethyl)(methyl)amino)phenyl)-2H-indazol-2-yl)-2-((R)-6-fluoro-6,7-dihydro-5H-pyrrolo[1,2-c]imidazol-1-yl)acetate ClC=1C2=CN(N=C2C(=C(C1)C1=CC=C(C=C1)N(C)CCN1CC(C1)CO)Cl)C(C(=O)OCC)C1=C2N(C=N1)C[C@@H](C2)F